N1(CCC1)C=1OC2=C(N1)C=C(C=C2)NC(=O)C=2C=CC1=C(CCO1)C2 2,3-dihydro-benzofuran-5-carboxylic acid (2-azetidin-1-yl-benzooxazol-5-yl)-amide